L-S-ethyl-cysteine C(C)SC[C@H](N)C(=O)O